(S)-2-chloro-N-(7-(8-ethyl-2-(piperidin-3-ylamino)quinazolin-6-yl)-5-fluoropyrrolo[2,1-f][1,2,4]triazin-4-yl)benzenesulfonamide ClC1=C(C=CC=C1)S(=O)(=O)NC1=NC=NN2C1=C(C=C2C=2C=C1C=NC(=NC1=C(C2)CC)N[C@@H]2CNCCC2)F